Cl.O=C1C=2N=CN(C2N=C(N1)NC(C(C)C)=O)CC=O N-(6-oxo-9-(2-oxoethyl)-6,9-dihydro-1H-purin-2-yl)isobutyramide hydrochloride